O-[(2-hydroxy-4-pyridyl)] N,N-dimethylcarbamothioate CN(C(OC1=CC(=NC=C1)O)=S)C